4-(5-fluoro-4-(5-formyl-2-methyl-1H-imidazol-1-yl)pyrimidin-2-yl)piperazine-1-carboxylic acid tert-butyl ester C(C)(C)(C)OC(=O)N1CCN(CC1)C1=NC=C(C(=N1)N1C(=NC=C1C=O)C)F